S1C=CC2=C1C=CC(=C2)C2N(CC(CC2)C)C(C(=O)O)=O 2-(2-(Benzothien-5-yl)-5-methylpiperidin-1-yl)-2-oxoacetic acid